Ethyl 7-chloro-1-{3-[(2-methoxyethyl) (methyl)amino]-1,2,4-thiadiazol-5-yl}-5-methyl-4-oxo-1,4-dihydro-1,8-naphthyridine-3-carboxylate ClC1=CC(=C2C(C(=CN(C2=N1)C1=NC(=NS1)N(C)CCOC)C(=O)OCC)=O)C